BrC1=CC(=NC=C1)CCl 4-bromo-2-(chloromethyl)pyridine